C(#N)CC1=CC=C(OCC2=CC(=NN2C2=CC=CC=C2)C)C=C1 5-[[4-(cyanomethyl)phenoxy]methyl]-3-methyl-1-phenyl-pyrazole